OC[C@H]1O[C@H]([C@@H]([C@H]([C@H]1O)N1N=NC(=C1)C1=CC(=C(C(=C1)F)F)F)O)SC(C1=C(C=CC=C1)C(F)(F)F)C1(CCNCC1)O (2R,3R,4S,5R,6S)-2-(Hydroxymethyl)-6-(((4-hydroxypiperidin-4-yl)(2-(trifluoromethyl)phenyl)methyl)thio)-4-(4-(3,4,5-trifluorophenyl)-1H-1,2,3-triazol-1-yl)tetrahydro-2H-pyran-3,5-diol